(S)-N1-(1-(2-(2-Adamantylamino)-2-oxoethyl)-2-oxo-1,2-dihydropyridin-3-yl)-N6-methyl-5-oxo-2-(1,2,5-thiadiazol-3-carboxamido)hexandiamid C12C(C3CC(CC(C1)C3)C2)NC(CN2C(C(=CC=C2)NC([C@H](CCC(C(=O)NC)=O)NC(=O)C2=NSN=C2)=O)=O)=O